ClC1=C(C=CC=C1)C=1N(C2=NC(=NC(=C2N1)N1CCC(CC1)C)S(=O)C)C1=CC=C(C=C1)Cl 1-[8-(2-chlorophenyl)-9-(4-chlorophenyl)-2-methylsulfinyl-purin-6-yl]-4-methyl-piperidine